2-(3-(1-(2-(trans-4-acetaminocyclohexyl)ethyl)piperidin-4-yl)-1H-pyrrolo[2,3-c]pyridin-1-yl)-5-fluoro-N-isopropyl-N-methylbenzamide N(C(=O)C)[C@@H]1CC[C@H](CC1)CCN1CCC(CC1)C1=CN(C2=CN=CC=C21)C2=C(C(=O)N(C)C(C)C)C=C(C=C2)F